methyl-γ-valerolactone CC1C(=O)OC(C1)C